N-({2-[(3-{[(tert-butyldimethylsilyl)oxy]methyl}pyridin-2-yl)sulfanyl]-3-chloro-6-(pyridin-4-yl)phenyl}methyl)-2-methylpropane-2-sulfinamide [Si](C)(C)(C(C)(C)C)OCC=1C(=NC=CC1)SC1=C(C(=CC=C1Cl)C1=CC=NC=C1)CNS(=O)C(C)(C)C